CC(C(=O)O)(C)OC1=C(C=CC(=C1)C(F)(F)F)CN1CCNCC1 2-methyl-2-(2-(piperazin-1-ylmethyl)-5-(trifluoromethyl)phenoxy)propanoic acid